4-[6-(trifluoromethyl)-3-pyridinyl]thiazole-2-carbaldehyde FC(C1=CC=C(C=N1)C=1N=C(SC1)C=O)(F)F